N=C1C=CC(=NN1CCC(=O)O)C1=CC2=C(C=C1)OCO2 3-[6-imino-3-(3,4-methylenedioxyphenyl)pyridazin-1-yl]propanoic acid